CC1=NOC(=C1S(=O)(=O)C1=CC=C(C=C1)NC(NCC=1C=NC=CC1)=O)C 3-[4-(3,5-dimethyl-1,2-oxazole-4-sulfonyl)phenyl]-1-(pyridin-3-ylmethyl)urea